C(OC(C(C(F)(F)F)(F)F)(F)F)F fluoromethylheptafluoropropyl ether